FC=1C(=CC2=C(N=C(S2)C2=C3N=CC(=NC3=CC(=C2)C)OC)C1)O[C@H](CO)C (S)-2-((5-fluoro-2-(2-methoxy-7-methylquinoxalin-5-yl)benzo[d]thiazol-6-yl)oxy)propan-1-ol